2-(2-(5-chloro-2-((tetrahydro-2H-pyran-4-yl)amino)pyrimidin-4-yl)-4-oxo-6,7-dihydrothieno[3,2-c]pyridin-5(4H)-yl)propanamide ClC=1C(=NC(=NC1)NC1CCOCC1)C1=CC=2C(N(CCC2S1)C(C(=O)N)C)=O